tert-butyl (S)-5-amino-4-(5-cyano-4,6-difluoro-1-oxoisoindolin-2-yl)-5-oxopentanoate NC([C@H](CCC(=O)OC(C)(C)C)N1C(C2=CC(=C(C(=C2C1)F)C#N)F)=O)=O